BrC1=NC(=CC=C1C(=O)O)SCC(=O)O 2-bromo-6-(carboxymethylsulfanyl)pyridine-3-carboxylic acid